OC1=CC=C2N=CC(=NC2=C1)C1=COC2(C1)CCN(CC2)C(=O)OC(C)(C)C tert-butyl 3-(7-hydroxyquinoxalin-2-yl)-1-oxa-8-azaspiro[4.5]dec-2-ene-8-carboxylate